N(=NC(C(=O)O)(C)C)C(C(=O)O)(C)C 2,2'-Azobis(isobutyric acid)